BrC=1C(=C(OC2CN(C2)C(=O)N2C[C@@H]3[C@@H](OCC(N3)=O)CC2)C=CC1)Cl (4aR,8aS)-6-[3-(3-bromo-2-chloro-phenoxy)azetidine-1-carbonyl]-4,4a,5,7,8,8a-hexahydropyrido[4,3-b][1,4]oxazin-3-one